5'-fluoro-2-methyl-2'-((4-(7-((2-oxo-2,3-dihydro-1H-benzo[d]imidazol-5-yl)methyl)-2,7-diazaspiro[4.4]non-2-yl)pyrimidin-5-yl)oxy)-[1,1'-biphenyl]-3-carbonitrile FC=1C=CC(=C(C1)C1=C(C(=CC=C1)C#N)C)OC=1C(=NC=NC1)N1CC2(CC1)CN(CC2)CC2=CC1=C(NC(N1)=O)C=C2